ClC1=CN=C2N1CCCC2 3-Chloro-5,6,7,8-tetrahydroimidazo[1,2-a]pyridine